3-(methacryloxy)propyl-methyl-triethoxysilane C(C(=C)C)(=O)OCCCC(C)O[Si](OCC)(OCC)C